CN1C(C(=C(C2=CC=CC=C12)N1CCC(CC1)C1=NC2=C(N1C)C=CC=C2)C#N)=O 1-methyl-4-[4-(1-methyl-1H-benzimidazol-2-yl)piperidin-1-yl]-2-oxo-1,2-dihydroquinoline-3-carbonitrile